C(C=C)OC=1C=C(C=O)C=CC1 3-Allyloxybenzaldehyde